N-[2-(4-formylcyclohexyl)-6-(1-hydroxy-1-methyl-ethyl)indazol-5-yl]cyclopropanecarboxamide C(=O)C1CCC(CC1)N1N=C2C=C(C(=CC2=C1)NC(=O)C1CC1)C(C)(C)O